4-[4-[(4-methylpiperazin-1-yl)methyl]anilino]-2-methylsulfanyl-pyrimidine-5-carbaldehyde CN1CCN(CC1)CC1=CC=C(NC2=NC(=NC=C2C=O)SC)C=C1